BrC1=CC2=C(N=C(N=C2)NC2=NC=C(C=C2)N2CCOCC2)N(C1=O)C1CCCC1 6-bromo-8-cyclopentyl-2-(5-morpholin-4-yl-pyridin-2-ylamino)-8H-pyrido[2,3-d]Pyrimidin-7-one